COC1=CC=C2C(=N1)C(COC2=O)C 2-methoxy-8-methyl-7,8-dihydro-5H-pyrano[4,3-b]pyridin-5-one